methyl-3-(4-chlorophenyl)-N-((1-isopropyl-1H-1,2,3-triazol-5-yl)sulfonyl)-4-phenyl-4,5-dihydro-1H-pyrazole CC1(C(=NN(C1)S(=O)(=O)C1=CN=NN1C(C)C)C1=CC=C(C=C1)Cl)C1=CC=CC=C1